COC(CN1N=C(C=C1CC#N)Br)=O 2-[3-bromo-5-(cyanomethyl)-1H-pyrazol-1-yl]Acetic acid methyl ester